ClC=1C(=CC(=C(C1)N(C(C)=O)C1=C(C=CC=C1)Cl)C)N=CN(C)CC N-(5-chloro-4-(((ethyl(methyl)amino)methylene)amino)-2-methylphenyl)-N-(2-chlorophenyl)acetamide